ClC=1C(=C(C(=C(C1)C(C)N1N=C(C=2C1=NC=NC2N)C)OC)C2CC2)C [1-(5-Chloro-3-cyclopropyl-2-methoxy-4-methylphenyl)ethyl]-3-methyl-1H-pyrazolo[3,4-d]pyrimidin-4-amine